1-{2-[4-(difluoromethoxy)phenyl]-3-(pyridin-4-yl)-6,7-dihydropyrazolo[1,5-a]pyrazin-5(4H)-yl}prop-2-en-1-one FC(OC1=CC=C(C=C1)C1=NN2C(CN(CC2)C(C=C)=O)=C1C1=CC=NC=C1)F